N-(4-(1,1-DIOXIDO-1,2-THIAZINAN-2-YL)PHENYL)-3-(PYRIDIN-2-YLETHYNYL)BENZAMIDE O=S1(N(CCCC1)C1=CC=C(C=C1)NC(C1=CC(=CC=C1)C#CC1=NC=CC=C1)=O)=O